ClC=1C(=C(C=CC1)NC1=NC=NC2=CC(=C(C=C12)NC(C=C)=O)C#C[C@@]1(CN(CC1)C)OC)F (S)-N-(4-((3-chloro-2-fluorophenyl)amino)-7-((3-methoxy-1-methylpyrrolidin-3-yl)ethynyl)quinazolin-6-yl)acrylamide